S1C(SCCC1)C=1C=C(C=C(C1OCC1=CC=C(C=C1)OC)F)NC(=O)NC1=CC=C(C=C1)F 1-(3-(1,3-dithian-2-yl)-5-fluoro-4-(4-methoxybenzyloxy)phenyl)-3-(4-fluorophenyl)urea